1-((3S,4R)-4-(3-((4-amino-5-(5-chloropyridin-2-yl)-7-methyl-7H-pyrrolo[2,3-d]pyrimidin-6-yl)ethynyl)azetidin-1-yl)-3-hydroxypiperidin-1-yl)prop-2-en-1-one NC=1C2=C(N=CN1)N(C(=C2C2=NC=C(C=C2)Cl)C#CC2CN(C2)[C@H]2[C@H](CN(CC2)C(C=C)=O)O)C